3,4,5,6-tetrachloro-pyridinenitrile ClC=1C(=NC(=C(C1Cl)Cl)Cl)C#N